ClC=1C(=CC(=NC1)OC)C(C(=O)OC)C Methyl 2-(5-chloro-2-methoxypyridin-4-yl)propanoate